NC1=NC=CC=C1C1=NC=2C(=NC(=CC2)C=2C=CC(N(C2)CF)=O)N1C1=CC=C(C=C1)CO[Si](C)(C)C(C)(C)C 5-(2-(2-Aminopyridin-3-yl)-3-(4-(((tert-butyldimethylsilyl)oxy)methyl)phenyl)-3H-imidazo[4,5-b]pyridin-5-yl)-1-(fluoromethyl)pyridin-2(1H)-one